ClC1=C(C2=CN(N=C2C(=C1)C#N)CC1=CC=C(C=C1)OC)N1C(CCC1)C 5-chloro-7-cyano-2-(4-methoxybenzyl)-4-(2-methylpyrrolidin-1-yl)-2H-indazol